3,4,5-trihydroxy-tetrahydropyran-2-carboxylic acid OC1C(OCC(C1O)O)C(=O)O